ClC1=NC=C(C(=C1)N1C(C=C(C=C1C)O)=O)C 2'-chloro-4-hydroxy-6,5'-dimethyl-[1,4']bipyridinyl-2-one